9-(2,6-dimethyl-4-prop-1-ynyl-phenyl)-8-hydroxy-3-azaspiro[5.5]Undec-8-en-10-one CC1=C(C(=CC(=C1)C#CC)C)C1=C(CC2(CCNCC2)CC1=O)O